(S)-2-amino-2-(m-tolyl)ethanol N[C@H](CO)C=1C=C(C=CC1)C